FCCC1(CCC(CC1)N)N (2-fluoroethyl)cyclohexane-1,4-diamine